C([C@@H]1[C@H](O)[C@H](O)[C@H](O1)CO)#N 2,5-anhydro-D-altrononitrile